ClC1=C(C(=O)O)NC(NC1=O)=O chloroorotic acid